(2S)-2-[4-[6-(3-cyclopropyl-1,2,4-triazol-1-yl)-2-azaspiro[3.3]heptane-2-carbonyl]piperazino(piperazino)]-2-(4-fluorophenyl)acetamide C1(CC1)C1=NN(C=N1)C1CC2(CN(C2)C(=O)N2CCN(CC2)C2N(CCNC2)[C@H](C(=O)N)C2=CC=C(C=C2)F)C1